BrC1=C(C=NN1CC)CN1N=C(N=C1C1=C(C=C(C=C1)F)C(C)=O)C 1-(2-(1-((5-bromo-1-ethyl-1H-pyrazol-4-yl)methyl)-3-methyl-1H-1,2,4-triazol-5-yl)-5-fluorophenyl)ethanone